The molecule is a monosaccharide derivative that is alizarin substituted by a beta-D-glucopyranosyl residue at position 2 via a glycosidic linkage. It is a beta-D-glucoside, a monosaccharide derivative and a monohydroxyanthraquinone. It derives from an alizarin. C1=CC=C2C(=C1)C(=O)C3=C(C2=O)C(=C(C=C3)O[C@H]4[C@@H]([C@H]([C@@H]([C@H](O4)CO)O)O)O)O